C1(=C(C(=CC(=C1)C)C)C(C(=O)OC(C(C(OC(C1=CC=CC=C1)=O)C1=CC=CC=C1)C)C1=CC=CC=C1)=O)C 2-methyl-1,3-diphenyl-1,3-propanediol benzoate mesitylglyoxylate